O=C1CC(N(C2=C(N1)C1=CC=CC=C1C=C2)C2=CC=C(C=C2)N(S(=O)(=O)C2=C(C=CC=C2)[N+](=O)[O-])CCO)=O N-[4-(2,4-dioxo-1,2,3,4-tetrahydronaphtho-[1,2-b][1,4]-diazepin-5-yl)phenyl]-N-(2-hydroxyethyl)-2-nitrobenzenesulfonamide